FC(C1=NC(=CC(=C1)C1=NNC=N1)C(F)(F)F)(F)F 3-(2,6-bis(trifluoromethyl)pyridin-4-yl)-1H-1,2,4-triazole